(3aS,5aS,8R,8aS,9R,10aS)-9-(tert-butyl)-9-hydroxy-2,4,7-trioxo-6-phenyloctahydro-4H,9H-furo[3'',2'':2',3']cyclopenta[1',2':3,4]furo[2,3-b]pyrrol-8-yl benzoate C(C1=CC=CC=C1)(=O)O[C@@H]1[C@@]23[C@@H](N(C1=O)C1=CC=CC=C1)OC([C@]21[C@H](C[C@@]3(O)C(C)(C)C)OC(C1)=O)=O